C(C=C)N(C(C1=CC=C(C=C1)Cl)=O)CC=C N,N-diallyl-4-chlorobenzamide